ClC=1C=C(C=C(C1)OC(F)(F)F)NC(=O)NC1=CC(=NC(=C1)F)F 1-(3-chloro-5-(trifluoromethoxy)phenyl)-3-(2,6-difluoropyridin-4-yl)urea